(1S,7S,8S)-2-(7-Chloro-8-fluoro-2-(((S,Z)-2-(fluoromethylene)tetrahydro-1H-pyrrolizin-7a(5H)-yl)methoxy)pyrido[4,3-d]pyrimidin-4-yl)-8-fluoro-5-oxa-2-azabicyclo[5.1.0]octane ClC1=C(C=2N=C(N=C(C2C=N1)N1[C@@H]2[C@H]([C@@H]2COCC1)F)OC[C@]12CCCN2C\C(\C1)=C/F)F